2-trifluoromethylcyclopropanamine hydrochloride Cl.FC(C1C(C1)N)(F)F